N1N=NC(=C1)C12CC(C1)(C2)NC(OC(C)(C)C)=O tert-butyl N-[3-(1H-triazol-4-yl)-1-bicyclo[1.1.1]pentanyl]carbamate